FC(CCN1C[C@@H]([C@H]([C@@H]([C@H](C1)O)O)O)O)(CCCOCC=1N=C(SC1)C1=CC=C(C=C1)F)F (3S,4R,5R,6S)-1-(3,3-difluoro-6-{[2-(4-fluorophenyl)-1,3-thiazol-4-yl]methoxy}hexyl)-3,4,5,6-azepanetetrol